benzyl-N-((2R,3S)-3-((S)-sec-butyl)-4-oxooxetane-2-carbonyl)-L-seryl-L-valinate C(C1=CC=CC=C1)N([C@@H](CO)C(=O)N[C@@H](C(C)C)C(=O)[O-])C(=O)[C@@H]1OC([C@H]1[C@@H](C)CC)=O